C(C)N1C=NC2=C1N=NC=C2C2=CC(=C(C=C2)F)C=2C=CC=1N(C2OC)C=CN1 7-ethyl-4-(4-fluoro-3-(5-methoxyimidazo[1,2-a]pyridin-6-yl)phenyl)-7H-imidazo[4,5-c]Pyridazine